(S)-6-((2-(3-Aminopiperidin-1-yl)-4,6-dichloro-1H-benzo[d]imidazol-1-yl)methyl)nicotinonitril N[C@@H]1CN(CCC1)C1=NC2=C(N1CC1=NC=C(C#N)C=C1)C=C(C=C2Cl)Cl